6-bromo-N7-isopropyl-2-methyl-N4-(1-(3-(pentafluorosulfanylamino)phenyl)ethyl)quinazoline-4,7-diamine BrC=1C=C2C(=NC(=NC2=CC1NC(C)C)C)NC(C)C1=CC(=CC=C1)NS(F)(F)(F)(F)F